C(CCCCCCCCCCCCCCCCC)OC[C@@H](OCCCCCCCCCCCCCCCCCC)COP(=O)(O)OCCN 1,2-distearyl-SN-glycero-3-phosphorylethanolamine